FC1=CC=C(C=CC(=O)NC(=N)N)C=C1 4-fluorocinnamoylguanidine